(R)-6-(2-(3-fluorophenyl)pyrrolidin-1-yl)-3-(6-(Piperazin-1-yl)pyridin-2-yl)imidazo[1,2-b]pyridazine FC=1C=C(C=CC1)[C@@H]1N(CCC1)C=1C=CC=2N(N1)C(=CN2)C2=NC(=CC=C2)N2CCNCC2